N1=CC=CC2=CC=C(C=C12)CNC1=CC=NC=C1 N-(quinolin-7-ylmethyl)pyridin-4-amine